8-isopropoxy-6-fluoro-7-(4-methylpiperazin-1-yl)-2,3-dihydro-quinoline C(C)(C)OC1=C(C(=CC2=CCCN=C12)F)N1CCN(CC1)C